[(biphenylyl)dibenzofuranyl][phenyl(biphenylyl)triazinyl]Benzene Tert-butyl-(3R,4S)-3-((5-bromobenzo[d]oxazol-2-yl)amino)-4-fluoropyrrolidine-1-carboxylate C(C)(C)(C)OC(=O)N1C[C@H]([C@H](C1)F)NC=1OC2=C(N1)C=C(C=C2)Br.C2(=C(C=CC=C2)C2=C(C1=C(OC3=C1C=CC=C3)C=C2)C2=C(C=CC=C2)C2=NN=NC(=C2C2=C(C=CC=C2)C2=CC=CC=C2)C2=CC=CC=C2)C2=CC=CC=C2